Bis(2-methoxybenzoyl)(2-methylpropan-1-yl)phosphin oxide COC1=C(C(=O)P(CC(C)C)(C(C2=C(C=CC=C2)OC)=O)=O)C=CC=C1